CC1=C(C(=CC=C1)C)C=1C=C2C(=CN1)NN=C2C2=CC=C(C=C2)N2CCN(CC2)C 5-(2,6-dimethylphenyl)-3-(4-(4-methylpiperazin-1-yl)phenyl)-1H-pyrazolo[3,4-c]pyridine